tert-butyl-2,3,3a,4,5,6,7,7a-octahydropyrrolo[2,3-c]pyridine-1-carboxylate C(C)(C)(C)OC(=O)N1CCC2C1CNCC2